ClC1=C(C(=NO1)C)C(=O)N[C@H](C(=O)O)CCN(CCCCC1=NC=2NCCCC2C=C1)CCOC(C)C (S)-2-(5-chloro-3-methylisoxazole-4-carboxamido)-4-((2-isopropoxyethyl)(4-(5,6,7,8-tetrahydro-1,8-naphthyridin-2-yl)butyl)amino)butanoic acid